FC=1C(=CC(=NC1)OC([2H])([2H])[2H])C=1C=CC=C(C1)O 5-[5-fluoro-2-(2H3)methoxypyridin-4-yl]phenol